ClC1=CC=C(C=N1)CNC(=O)C1CN(C(C1)=O)C1=CC=C(C=C1)C N-[(6-chloropyridin-3-yl)methyl]-1-(4-methylphenyl)-5-oxopyrrolidine-3-carboxamid